N-trimethylsilyl-1,1-diethoxy-2-azasilacyclopentane C[Si](N1[Si](CCC1)(OCC)OCC)(C)C